3,6-diisobutyl-1,4-dimethyl-2,5-piperazinedione C(C(C)C)C1C(N(C(C(N1C)=O)CC(C)C)C)=O